(((3R,5S)-1-(4-(6-chloroimidazo[1,2-a]pyridin-3-yl)pyrimidin-2-yl)-5-methylpiperidin-3-yl)imino)dimethyl-λ6-sulfanone ClC=1C=CC=2N(C1)C(=CN2)C2=NC(=NC=C2)N2C[C@@H](C[C@@H](C2)C)N=S(=O)(C)C